N,N,N',N'-tetrakis(2-hydroxyethyl)ethylenedi-amin OCCN(CCN(CCO)CCO)CCO